1-N,1-N-dimethyl-cyclohexane-1,4-diamine CN(C1CCC(CC1)N)C